5-[[2-fluoro-6-[2-(tridecylmethoxy)-4-(trifluoromethoxy)phenoxy]-3-(trifluoromethyl)benzoyl]amino]pyridine-2-carboxamide FC1=C(C(=O)NC=2C=CC(=NC2)C(=O)N)C(=CC=C1C(F)(F)F)OC1=C(C=C(C=C1)OC(F)(F)F)OCCCCCCCCCCCCCC